1-(1,4-diazepan-1-yl)-2-(pyridin-2-yl)ethan-1-one N1(CCNCCC1)C(CC1=NC=CC=C1)=O